N-(2-chloro-5-methoxybenzyl)-5-(4-(5-(methylcarbamoyl)-1,3,4-thiadiazol-2-yl)butyl)-1,3,4-thiadiazole-2-carboxamide ClC1=C(CNC(=O)C=2SC(=NN2)CCCCC=2SC(=NN2)C(NC)=O)C=C(C=C1)OC